N-(1-(3-((S)-3-(Aminomethyl)Pyrrolidin-1-Yl)Chroman-7-Yl)-2-Oxo-1,2-Dihydropyrimidin-4-Yl)Piperazine-1-Carboxamide hydrochloride Salt Cl.NC[C@H]1CN(CC1)C1COC2=CC(=CC=C2C1)N1C(N=C(C=C1)NC(=O)N1CCNCC1)=O